O=C1NC2(C(N1)=O)C(CCC2)CC=2C(=C(C=C(C2S(=O)(=O)N)F)C2=CC=C(C=C2)F)F ((2,4-dioxo-1,3-diazaspiro[4.4]nonane-6-yl)methyl)-2,4',5-trifluoro-[1,1'-biphenyl]-4-sulfonamide